CC=1CC[C@H]([C@@H](C1)C=1C(=CC(=CC1C)O)O)C(=C)C (1'R,2'R)-5',6-dimethyl-2'-(prop-1-en-2-yl)-1',2',3',4'-tetrahydro-[1,1'-biphenyl]-2,4-diol